3-fluoro-5-[2-methoxy-4-(trifluoromethoxy)phenoxy]pyridine-4-carboxylic acid FC=1C=NC=C(C1C(=O)O)OC1=C(C=C(C=C1)OC(F)(F)F)OC